C(C)(C)(C)OC(=O)C=1C=C(C[C@H](NC(=O)OCC2C3=CC=CC=C3C=3C=CC=CC23)C(=O)O)C=CC1 3-(Tert-Butoxycarbonyl)-N-{[(9H-fluoren-9-yl)methoxy]carbonyl}-L-phenylalanine